OC(C)(C)[C@H]1[C@@H](C[C@@H](CC1)C)O (1R,2R,5R)-2-(2-Hydroxypropan-2-yl)-5-methylcyclohexan-1-ol